N-(2-chloro-4-(trifluoromethyl)phenyl)-2-(2-cyclopropyl-5-ethyl-6-(4-(5-hydroxy-6-methylpyrimidine-4-carbonyl)piperazin-1-yl)-7-oxo-[1,2,4]triazolo[1,5-a]pyrimidin-4(7H)-yl)acetamide ClC1=C(C=CC(=C1)C(F)(F)F)NC(CN1C=2N(C(C(=C1CC)N1CCN(CC1)C(=O)C1=NC=NC(=C1O)C)=O)N=C(N2)C2CC2)=O